C(C(C)C)OC1=CC=C(C=C1)C1=CC=C(C=C1)C(\C=C\C=1C=C2N=CC=NC2=CC1)=O (E)-1-(4'-isobutoxy-[1,1'-biphenyl]-4-yl)-3-(quinoxalin-6-yl)prop-2-en-1-one